FC=1C(=C(C=C(C1)C(C)C)[C@H](C(=O)O)N1C[C@@H](CC1)OCCCCCC1=NC=2NCCCC2C=C1OC)OC (R)-2-(3-fluoro-5-isopropyl-2-methoxyphenyl)-2-((R)-3-((5-(3-methoxy-5,6,7,8-tetrahydro-1,8-naphthyridin-2-yl)pentyl)oxy)pyrrolidin-1-yl)acetic acid